6-Chloro-5-(trifluoromethyl)-1,3-benzoxazol-2(3H)-thione ClC1=CC2=C(NC(O2)=S)C=C1C(F)(F)F